2-(3,4-dihydroxyphenyl)-3,5,7-trihydroxy-6-methoxy-chromone OC=1C=C(C=CC1O)C=1OC2=CC(=C(C(=C2C(C1O)=O)O)OC)O